C1(CC1)C#CC1=C(C=C2C=NC(=NC2=C1)C)OCCOC 7-(Cyclopropylethynyl)-6-(2-methoxyethoxy)-2-methylquinazoline